COC=1OC2=C(N1)C=CC=1CCC(C12)CCNC(C)=O N-[2-(2-Methoxy-7,8-dihydro-6H-indeno[5,4-d][1,3]oxazol-8-yl)ethyl]acetamid